tert-butyl (3-(((4-bromo-2-methylphenyl)(methyl)(oxo)-λ6-sulfaneylidene)amino)propyl)carbamate BrC1=CC(=C(C=C1)S(=O)(C)=NCCCNC(OC(C)(C)C)=O)C